5-[4-(5-phenethyl-1H-tetrazol-1-yl)phenyl]-1H-naphtho[1,2-e][1,4]diazepin-2(3H)-one C(CC1=CC=CC=C1)C1=NN=NN1C1=CC=C(C=C1)C=1C2=C(NC(CN1)=O)C1=CC=CC=C1C=C2